C(C)N1N=C(C=2CN(CCCC21)S(=O)(=O)C)C(=O)N2CCC(CC2)C2=C(C=CC=C2)C(F)(F)F (1-ethyl-5-(methylsulfonyl)-1,4,5,6,7,8-hexahydropyrazolo[4,3-c]azepin-3-yl)(4-(2-(trifluoromethyl)phenyl)piperidin-1-yl)methanone